CCCCCC(C/C=C/O)O 4-hydroxynonenol